OB(CCCC[C@@]1([C@@H]2[C@H](CN1)NCC2)C(=O)O)O (3aS,4R,6aR)-4-(4-dihydroxyboryl-butyl)octahydropyrrolo[2,3-c]pyrrole-4-carboxylic acid